N-(4-cyano-2-cyclopropylphenyl)-2-(4-((1-(2-(2,6-dioxopiperidin-3-yl)-1,3-dioxoisoindolin-5-yl)azetidin-3-yl)ethynyl)-1H-pyrazol-1-yl)-2-methylpropanamide C(#N)C1=CC(=C(C=C1)NC(C(C)(C)N1N=CC(=C1)C#CC1CN(C1)C=1C=C2C(N(C(C2=CC1)=O)C1C(NC(CC1)=O)=O)=O)=O)C1CC1